C(#N)C1=C(C=CC=C1)[C@H]([C@@H](C)C=1N(C(C(=C(N1)C(=O)NC=1C=NOC1)O)=O)C)C1=NC=C(N=C1C)C 2-((1s,2r)-1-(2-cyanophenyl)-1-(3,5-dimethylpyrazin-2-yl)propan-2-yl)-5-hydroxy-N-(isoxazol-4-yl)-1-methyl-6-oxo-1,6-dihydropyrimidine-4-carboxamide